COC(C1=CC=C(C=C1)O)=O.C(CCC)OC=O.OC1=CC=CC=C1 para-hydroxybenzene butyl-formate methyl-para-hydroxybenzoate